CC=1C(=C(C(=O)O)C=CC1)C.C=1(C(=CC=CC1)C(=O)OC)C methyl o-toluate (methyl 2-methylbenzoate)